N-(2-(2-aminoethoxy)ethyl)-6-(azidomethyl)nicotinamide NCCOCCNC(C1=CN=C(C=C1)CN=[N+]=[N-])=O